N-(4-(((3-amino-6-bromopyrazin-2-yl)oxy)methyl)pyridin-2-yl)acetamide NC=1C(=NC(=CN1)Br)OCC1=CC(=NC=C1)NC(C)=O